BrC1=C(C=C2C(=NC(=NC2=C1F)OC[C@H]1N(CCC1)C)N1CC2(CN(C2)C(=O)OC(C)(C)C)CC1)I tert-butyl (S)-6-(7-bromo-8-fluoro-6-iodo-2-((1-methylpyrrolidin-2-yl)methoxy)quinazolin-4-yl)-2,6-diazaspiro[3.4]octane-2-carboxylate